Cl.NC\C=C(\CN1C(=C(C2=CC(=CC=C12)S(=O)(=O)N(C)C)CC1=CC=C(C=C1)S(N(C)C)(=O)=O)C)/F (Z)-1-(4-amino-2-fluorobut-2-en-1-yl)-3-(4-(N,N-dimethylsulfamoyl)benzyl)-N,N,2-trimethyl-1H-indole-5-sulfonamide hydrochloride